6-(3-cyanoazetidin-1-yl)-4-(6-(4-(4-(methylsulfonyl)benzyl)piperazin-1-yl)pyridin-3-yl)pyrazolo[1,5-a]pyridin-3-carbonitrile C(#N)C1CN(C1)C=1C=C(C=2N(C1)N=CC2C#N)C=2C=NC(=CC2)N2CCN(CC2)CC2=CC=C(C=C2)S(=O)(=O)C